CC(C(COC1=NC=C(C=C1)C1=CC=C(C=C1)C(F)(F)F)NC1=CC=C(C(=O)O)C=C1)C 4-(3-methyl-1-(5-(4-(trifluoromethyl)phenyl)pyridin-2-yloxy)butan-2-ylamino)benzoic acid